C(CCCCCCCCCCCC)F tridecanyl-fluorine